2-(Benzotriazol-1-yl)-N-[4-(3-pyridyl)phenyl]-N-(thiazol-4-ylmethyl)acetamide N1(N=NC2=C1C=CC=C2)CC(=O)N(CC=2N=CSC2)C2=CC=C(C=C2)C=2C=NC=CC2